C1(CC1)C1=CC=C(C=N1)C1=CC(=NC(=C1F)C)C1=NOC(=N1)C1=NC=C(C=C1)F 3-(6-Cyclopropyl-5'-fluoro-6'-methyl-[3,4'-bipyridyl]-2'-yl)-5-(5-fluoropyridin-2-yl)-1,2,4-oxadiazole